2-bromo-6-(methyldiphenylsilyl)pyridine BrC1=NC(=CC=C1)[Si](C1=CC=CC=C1)(C1=CC=CC=C1)C